(3S)-3-(1,2,3,4,4a,5,8,10-octahydro-9H-pyrazino[1',2':4,5][1,4]oxazino[2,3-f]isoindol-9-yl)piperidine-2,6-dione C1CNCC2N1C1=C(C=C3CN(CC3=C1)[C@@H]1C(NC(CC1)=O)=O)OC2